monoethyl-e-caprolactone C(C)C1C(=O)OCCCC1